C(C)C(CCCN)N 1-ethylbutane-1,4-diamine